BrC1=C(OCC(=O)NC2=CC=C(C=C2)O)C(=CC=C1)C(C)(C)C 2-(2-bromo-6-(tert-butyl)phenoxy)-N-(4-hydroxyphenyl)acetamide